2-{2-[(4-methoxyphenyl)methyl]-3-oxo-1H-isoindol-5-yl}-2-methylpropanoic acid tert-butyl ester C(C)(C)(C)OC(C(C)(C)C=1C=C2C(N(CC2=CC1)CC1=CC=C(C=C1)OC)=O)=O